C(C1=CC=CC=C1)OC(=O)N[C@H](C(=O)N[C@@H](CCC(=O)OC(C)(C)C)C(=O)NC1=CC(=CC(=C1)C(F)(F)F)OC)CC(=O)OC(C)(C)C tert-Butyl (S)-4-((S)-2-(((benzyloxy)carbonyl)amino)-4-(tert-butoxy)-4-oxobutanamido)-5-((3-methoxy-5-(trifluoromethyl)phenyl)amino)-5-oxopentanoate